ClC1=C(C=CC=2C3=C(NC12)CCN(C3)C(=O)C3=NC=C(C=N3)C)Cl (6,7-dichloro-1,3,4,5-tetrahydro-2H-pyrido[4,3-b]indol-2-yl)(5-methylpyrimidin-2-yl)methanone